acetic acid [(2R,3R,4R)-4,5-diacetoxy-2-mono[2-(dimethylamino)-2-oxo-ethyl] tetrahydrofuran-3-yl] ester C(C)(=O)O[C@@H]1[C@@H]([C@H](OC1OC(C)=O)CC(=O)N(C)C)OC(C)=O